butan-1,2-dione-2-oxime C(C(CC)=NO)=O